tert-butyl (3R)-3-[4-[3-cyano-4-(trifluoromethylsulfonyloxy) pyrazolo[1,5-a]pyridin-6-yl]-5-methyl-pyrazol-1-yl]pyrrolidine-1-carboxylate C(#N)C=1C=NN2C1C(=CC(=C2)C=2C=NN(C2C)[C@H]2CN(CC2)C(=O)OC(C)(C)C)OS(=O)(=O)C(F)(F)F